(1R,4R,7R)-2-{1-[(azetidin-3-yl)methyl]-7-methoxy-2-(1-methyl-1H-indol-2-yl)-1H-1,3-benzodiazole-5-carbonyl}-2-azabicyclo[2.2.1]heptan-7-amine N1CC(C1)CN1C(=NC2=C1C(=CC(=C2)C(=O)N2[C@@H]1CC[C@H](C2)[C@H]1N)OC)C=1N(C2=CC=CC=C2C1)C